(R)-2,5,7,8-tetramethyl-2-(4-methylpent-3-en-1-yl)chroman-6-ol tert-butyl-4-(((trifluoromethyl)sulfonyl)oxy)-1-oxa-8-azaspiro[4.5]dec-3-ene-8-carboxylate C(C)(C)(C)C1OC2(C(=C1)OS(=O)(=O)C(F)(F)F)CCN(CC2)C(=O)OC=2C(=C1CC[C@](OC1=C(C2C)C)(CCC=C(C)C)C)C